[1-(fluoromethyl)cyclopropyl]methanol FCC1(CC1)CO